1-boc-3-(bromomethyl)azetidine C(=O)(OC(C)(C)C)N1CC(C1)CBr